N-[(1S)-2-[2-(3-amino-3-oxo-propyl)-2-(2-chloroacetyl)hydrazino]-1-(cyclopropylmethyl)-2-oxo-ethyl]carbamic acid benzyl ester C(C1=CC=CC=C1)OC(N[C@H](C(=O)NN(C(CCl)=O)CCC(=O)N)CC1CC1)=O